butyl N-((S)-1-(4-(dimethylamino)but-2-ynoyl)pyrrolidine-3-carbonyl)-N-methyl-L-valinate CN(CC#CC(=O)N1C[C@H](CC1)C(=O)N([C@@H](C(C)C)C(=O)OCCCC)C)C